FC1(C(C1)C(=O)NC1=NC=C2C=C(C=3N(C2=C1)C=CN3)C=3C=NC(=CC3C)[C@H](CCC)O)F 2,2-difluoro-N-(4-{6-[(S)-1-hydroxybutyl]-4-methylpyridin-3-yl}imidazo[1,2-a]1,6-naphthyridin-8-yl)cyclopropane-1-carboxamide